ClC1=C(C=C(C(=O)N2CCN(CC2)CC2CN(C2)C=2C(CN(CC2)C(=O)OC(C)(C)C)(F)F)C=C1)N1C(NC(CC1)=O)=O Tert-butyl 4-(3-((4-(4-chloro-3-(2,4-dioxotetrahydropyrimidin-1(2H)-yl)benzoyl)piperazin-1-yl)methyl)azetidin-1-yl)-3,3-difluoro-3,6-dihydropyridine-1(2H)-carboxylate